(2s,4s)-2-(hydroxymethyl)-4-phenylpyrrolidine-1-carboxylic acid tert-butyl ester C(C)(C)(C)OC(=O)N1[C@@H](C[C@H](C1)C1=CC=CC=C1)CO